6-methoxy-3-(pent-4-en-1-yl)quinazolin-4(3H)-one COC=1C=C2C(N(C=NC2=CC1)CCCC=C)=O